(Z)-2-(3,4-Dimethoxyphenyl)-3-fluoroacrylamide COC=1C=C(C=CC1OC)/C(/C(=O)N)=C/F